(Z)-4-(4-azido-1-bromobut-2-en-2-yl)-1,1'-biphenyl N(=[N+]=[N-])C\C=C(/CBr)\C1=CC=C(C=C1)C1=CC=CC=C1